8-(β-D-Glucopyranosyloxy)-1,3,5-trihydroxy-9H-xanthen-9-one [C@@H]1([C@H](O)[C@@H](O)[C@H](O)[C@H](O1)CO)OC=1C=CC(=C2OC=3C=C(C=C(C3C(C12)=O)O)O)O